7-isobutyl-8-(naphthalen-1-ylmethyl)-6-oxo-2-propyl-9-(3-(trifluoromethyl)phenyl)-3,4-dihydro-2H,6H-pyrido[1,2-e][1,2,5]thiadiazine-4-carboxylic acid 1,1-dioxide C(C(C)C)C1=C(C(=C2N(C(CN(S2(=O)=O)CCC)C(=O)O)C1=O)C1=CC(=CC=C1)C(F)(F)F)CC1=CC=CC2=CC=CC=C12